Methyl 3-[3,5-dimethoxy-4-(2,2,2-trifluoroethylcarbamoyl)phenyl]-imidazo-[1,2-a]pyridine-7-carboxylate COC=1C=C(C=C(C1C(NCC(F)(F)F)=O)OC)C1=CN=C2N1C=CC(=C2)C(=O)OC